2-chloro-N,N-dimethyl-4-(5-(1,2,3,6-tetrahydropyridin-4-yl)-1,3,4-thiadiazol-2-yl)benzamide 2,2,2-trifluoroacetate FC(C(=O)O)(F)F.ClC1=C(C(=O)N(C)C)C=CC(=C1)C=1SC(=NN1)C=1CCNCC1